FC1=C(C=CC=C1)C(C)(O)CCC[C@@H](C)[C@H]1CC[C@H]2[C@@H]3CC[C@H]4CCCC[C@]4(C)[C@H]3CC[C@]12C [1-(2-fluorophenyl)-1-hydroxyethyl]-5alpha-cholan